ClC(=O)OC[C@@H]1CN(CCC1)C(=O)OC(C)(C)C tert-butyl (3S)-3-[[(chlorocarbonyl)oxy] methyl]piperidine-1-carboxylate